C1(=CC=CC=C1)N(C(=O)N1[C@@H]([C@H]2CC[C@@H](C1)N2C(N(CC2=CC=C(C=C2)C=C)C)=O)C(=O)O)C2=CC=CC=C2 (1R,2S,5S)-3-(diphenylcarbamoyl)-8-(methyl(4-vinylbenzyl)carbamoyl)-3,8-diazabicyclo[3.2.1]octane-2-carboxylic acid